CC1=CC=2C(=C[Se]C2)C=C1C 5,6-dimethyl-benzo[c]selenophene